4-fluoro-N-(4-fluoro-3-(3-(piperazin-1-yl)quinoxaline-6-carbonyl)phenyl)benzamide nonatriacontyl-linoleate C(CCCCCCCCCCCCCCCCCCCCCCCCCCCCCCCCCCCCCC)OC(CCCCCCC\C=C/C\C=C/CCCCC)=O.FC1=CC=C(C(=O)NC2=CC(=C(C=C2)F)C(=O)C=2C=C3N=C(C=NC3=CC2)N2CCNCC2)C=C1